C=CCSSCC=C The molecule is an organic disulfide where the organic group specified is allyl. It has been isolated from garlic and other species of the genus Allium. It has a role as an antineoplastic agent, an antifungal agent and a plant metabolite.